(E)-Ethyl 3-(8-methyl-3-(trifluoromethyl)-[1,2,4]triazolo[4,3-a]pyridin-7-yl)acrylate CC=1C=2N(C=CC1/C=C/C(=O)OCC)C(=NN2)C(F)(F)F